1-methyl guanosine-5'-triphosphate P(O)(=O)(OP(=O)(O)OP(=O)(O)O)OC[C@@H]1[C@H]([C@H]([C@@H](O1)N1C=NC=2C(=O)N(C(N)=NC12)C)O)O